azetidin-3-yl(7-(3-fluoro-4-(trifluoromethyl)phenoxy)-3,4-dihydroisoquinolin-2(1H)-yl)methanone HCl salt Cl.N1CC(C1)C(=O)N1CC2=CC(=CC=C2CC1)OC1=CC(=C(C=C1)C(F)(F)F)F